C(#N)/C(/C(=O)NC1=CC=C(C=C1)SC1=CC=CC=C1)=C(\C=1C=NOC1C)/O (Z)-2-cyano-3-hydroxy-3-(5-methylisoxazol-4-yl)-N-(4-(phenylthio)phenyl)acrylamide